COC(C1=CC(=C(C=C1)Br)O)=O.CC1=C(C(=O)NC=2SC(=CN2)C)C=CC=C1 methyl-N-(5-methylthiazol-2-yl)benzamide methyl-4-bromo-3-hydroxy-benzoate